(S)-4-(((1-(6-(1H-pyrazol-1-yl)pyridin-3-yl)pyrrolidin-3-yl)methyl)(methyl)amino)-2-cyclopropylpyrimidine-5-carbonitrile N1(N=CC=C1)C1=CC=C(C=N1)N1C[C@H](CC1)CN(C1=NC(=NC=C1C#N)C1CC1)C